C[C@]1(CN(CCN1C(=O)C=1C=C(C=CC1NC(=O)OC(C)(C)C)C1=CC(=CC=C1)C(F)F)C(=O)OC(C)(C)C)C(=O)[O-] 1-(tert-butyl) 3-methyl-(S)-4-(4-((tert-butoxycarbonyl)amino)-3'-(difluoromethyl)-[1,1'-biphenyl]-3-carbonyl)piperazine-1,3-dicarboxylate